C(C1=CC=CC=C1)OC(=O)NCCO[C@H]1C[C@@H](N(C1)C(=O)OCC1C2=CC=CC=C2C=2C=CC=CC12)C(=O)OC(C)(C)C 1-((9H-fluoren-9-yl)methyl) 2-(tert-butyl) (2R,4S)-4-(2-(((benzyloxy) carbonyl)amino)ethoxy)pyrrolidine-1,2-dicarboxylate